P(O)(O)=O.P(O)(O)=O.P(O)(O)=O.P(O)(O)=O.P(O)(O)=O.O=C([C@H](O)[C@@H](O)[C@H](O)[C@H](O)CO)O gluconic acid pentaphosphonate